2-isopropyl-5-methyl-phenol C(C)(C)C1=C(C=C(C=C1)C)O